tert-butyl-3-cyano-3-(pyridin-2-yl)piperidine C(C)(C)(C)N1CC(CCC1)(C1=NC=CC=C1)C#N